C(#N)C1=CC(=C(COC2=CC=CC(=N2)C2=CC(=C(CC3=NC4=C(N3CCOC)C=C(C=C4)C(=O)OCC)C=C2F)F)C=C1)F Ethyl 2-(4-(6-((4-cyano-2-fluorobenzyl)oxy)pyridin-2-yl)-2,5-difluorobenzyl)-1-(2-methoxyethyl)-1H-benzo[d]imidazole-6-carboxylate